C(=CCCCCCCCCCCCCCCCCC)C=1OCCCN1 2-nonadecenyl-4,5-dihydro-1,3-oxazine